4-[5-(acetylamino)-3-fluoro-2-methylphenyl]butyric acid C(C)(=O)NC=1C=C(C(=C(C1)CCCC(=O)O)C)F